5-methyl-4,6-nonanediol benzoate mesitylglyoxylate C1(=C(C(=CC(=C1)C)C)C(C(=O)OC(C(C(CCC)OC(C1=CC=CC=C1)=O)C)CCC)=O)C